ethyl 2-cyclopropyl-6-(4-fluorophenyl)-5-oxo-2,3,4,5-tetrahydropyridazine-4-carboxylate C1(CC1)N1N=C(C(C(C1)C(=O)OCC)=O)C1=CC=C(C=C1)F